C(C1=CC=CC=C1)C1CCN(CC1)C1=CC(=NC(=C1)NC1=CC(=C2C=CNC2=C1)Cl)C#N 4-(4-benzylpiperidin-1-yl)-6-[(4-chloro-1H-indol-6-yl)amino]pyridine-2-carbonitrile